NC1=C(C=C(C=C1)C1=NN(C2=NC=NC(=C21)N)C2COC2)F 3-(4-amino-3-fluorophenyl)-1-(oxetan-3-yl)-1H-pyrazolo[3,4-d]pyrimidin-4-amine